C(C)(=O)N1N=CC2=C(C(=CC=C12)F)C=1C(=C2C3=C(N=CN=C3C1F)N1[C@H](CO2)CN(CC1)C(=O)OC(C)(C)C)Cl Tert-butyl (8aS)-5-(1-acetyl-5-fluoro-1H-indazol-4-yl)-6-chloro-4-fluoro-8a,9,11,12-tetrahydropyrazino[2',1':3,4][1,4]oxazepino[5,6,7-de]quinazoline-10(8H)-carboxylate